CC(C)C=1C=C(C=CC1)O 3-(1-methylethyl)phenol